ClC=1C=C(NC2=C(C=NC3=CC(=C(C=C23)C(=O)N)OCC)C#N)C=CC1OCC1=NC=CC=C1 4-[3-chloro-4-(2-pyridylmethoxy)anilino]-3-cyano-7-ethoxy-6-quinolinecarboxamide